BrC=1C(N=C2C1N=C(N=C2OCC=2N=NC=CC2)N2CCOCC2)C(=O)OC(C)(C)C tert-butyl 7-bromo-2-morpholino-4-(pyridazin-3-ylmethoxy)-6H-pyrrolo[3,2-d]pyrimidine-6-carboxylate